(S)-2-Amino-3-hydroxy-N-(2-hydroxyphenethyl)-propanamide N[C@H](C(=O)NCCC1=C(C=CC=C1)O)CO